FC1=C(C(=CC=C1)F)[C@H]1CC(=NO1)C=1N=C(SC1)C1CCN(CC1)C(CN1N=C(C=C1C)C(F)(F)F)=O 1-(4-{4-[(5R)-5-(2,6-difluorophenyl)-4,5-dihydro-1,2-oxazol-3-yl]-1,3-thiazol-2-yl}piperidin-1-yl)-2-[5-methyl-3-(trifluoro-methyl)-1H-pyrazol-1-yl]ethanone